The molecule is a tetracyclic triterpenoid isolated from the stems of Aglaia abbreviata. It has a role as a plant metabolite. It is a tetracyclic triterpenoid, a secondary alcohol and a methyl ketone. CC(=O)[C@H]1CC[C@@]2([C@@H]1CC[C@H]3[C@]2(CC[C@@H]4[C@@]3(CC[C@H](C4(C)C)O)C)C)C